HEPTADECYL METHACRYLATE C(C(=C)C)(=O)OCCCCCCCCCCCCCCCCC